CC1(CCC(CC1)N[C@@H]([C@H](N)C1=CC=CC=C1)C1=CC=CC=C1)C |r| rac-(1R,2R)-N1-(4,4-Dimethylcyclohexyl)-1,2-diphenylethane-1,2-diamine